(S)-7-(2-((2-ethyl-4-(2-methylpiperazin-1-yl)phenyl)amino)-5-(trifluoromethyl)pyrimidin-4-yl)-4-methyl-3,4-dihydrothieno[2,3-f][1,4]thiazepin-5(2H)-one 1,1-dioxide C(C)C1=C(C=CC(=C1)N1[C@H](CNCC1)C)NC1=NC=C(C(=N1)C1=CC2=C(C(N(CCS2(=O)=O)C)=O)S1)C(F)(F)F